C(C=C)(=O)[O-].[Na+] Natrium Acrylate